2-(2-(2-aminoethoxy)ethoxy)ethanol NCCOCCOCCO